2-(1-((1r,4r)-4-(Cyanomethyl)cyclohexyl)-6-(phenylsulfonyl)-1,6-dihydroimidazo[4,5-d]pyrrolo[2,3-b]pyridin-2-yl)-N-methylacetamide trifluoroacetic acid salt FC(C(=O)O)(F)F.C(#N)CC1CCC(CC1)N1C(=NC=2C1=C1C(=NC2)N(C=C1)S(=O)(=O)C1=CC=CC=C1)CC(=O)NC